ethyl 2-(methoxymethoxy)-2-methyl-5-oxopentanoate COCOC(C(=O)OCC)(CCC=O)C